C(C)OC(NC1=C(C=C(C=C1)NCC=1SC=CC1)N)=O {2-Amino-4-[(thiophen-2-ylmethyl)-amino]-phenyl}-carbamic acid ethyl ester